methyl 2-propiolamidoacrylate C(C#C)(=O)NC(C(=O)OC)=C